5-(4-amino-2,6-dichlorophenoxy)-1-(3-chlorophenyl)pyridin-2(1H)-one NC1=CC(=C(OC=2C=CC(N(C2)C2=CC(=CC=C2)Cl)=O)C(=C1)Cl)Cl